CN(CC=O)CCC(C)C 2-[METHYL(3-METHYLBUTYL)AMINO]ACETALDEHYDE